C(C)OCC1(CCN(CC1)CC1=CC2=C(NC(N2)=O)C=C1)CCC1=CC=CC=C1 5-((4-(ethoxymethyl)-4-phenethylpiperidin-1-yl)methyl)-1H-benzo[d]imidazol-2(3H)-one